2-[2-fluoro-4-[2-(hydroxy-methyl)piperidine-1-carbonyl]phenyl]-4-[[5-(4-hydroxy-1-piperidyl)-2-pyridyl]amino]-6H-1,6-naphthyridin-5-one FC1=C(C=CC(=C1)C(=O)N1C(CCCC1)CO)C1=NC=2C=CNC(C2C(=C1)NC1=NC=C(C=C1)N1CCC(CC1)O)=O